FC(CN1N=CC(=C1)NC1=NC=CC(=N1)C1=CC=C(C=C1)N1C(NCC1)=O)(F)F 1-(4-(2-((1-(2,2,2-trifluoroethyl)-1H-pyrazol-4-yl)amino)pyrimidin-4-yl)phenyl)imidazolidin-2-one